NCC=1C=CC(=NC1)N1C[C@@H](CCC1)N(C(OC(C)(C)C)=O)CC1CCC1 tert-butyl N-[(3R)-1-[5-(aminomethyl)-2-pyridyl]-3-piperidyl]-N-(cyclobutylmethyl)carbamate